NC1=C(C(=O)O)C=C(C(=C1Br)Br)Br 2-amino-3,4,5-tribromobenzoic acid